(S)-3,3'-bis(2,4,6-triisopropylphenyl)-1,1'-binaphthyl C(C)(C)C1=C(C(=CC(=C1)C(C)C)C(C)C)C=1C=C(C2=CC=CC=C2C1)C1=CC(=CC2=CC=CC=C12)C1=C(C=C(C=C1C(C)C)C(C)C)C(C)C